7-(2-(4-(6-fluorobenzo[b]thiophen-4-yl)piperazin-1-yl)ethyl)-1-(morpholine-4-carbonyl)-3,4-dihydroquinolin-2(1H)-one FC=1C=C(C2=C(SC=C2)C1)N1CCN(CC1)CCC1=CC=C2CCC(N(C2=C1)C(=O)N1CCOCC1)=O